C(#N)C=1C=CC(=C(C1)C1=CN=C(O1)C(=O)N[C@H]1CN([C@H](C1)C)C#N)OC1CC1 5-(5-cyano-2-cyclopropoxyphenyl)-N-((3R,5S)-1-cyano-5-methylpyrrolidin-3-yl)oxazole-2-carboxamide